COC1=CC=C(C=C1)[C@@H](C)NC(C1=C(C=CC(=C1)N1CCN(CC1)C)C)=O N-[(1R)-1-(4-Methoxyphenyl)ethyl]-2-methyl-5-(4-methylpiperazin-1-yl)benzamide